CC1=NC(=CC=C1CC(=O)[O-])C(F)(F)F.[Li+] Lithium 2-[2-methyl-6-(trifluoromethyl)-3-pyridyl]acetate